NCC1N(CCC2=C1C(=NN2C2=CC=C(C=C2)C(C)C)OCC(=O)O)C(=O)OC(C)(C)C 2-((4-(aminomethyl)-5-(tert-butoxycarbonyl)-1-(4-isopropylphenyl)-4,5,6,7-tetrahydro-1H-pyrazolo[4,3-c]pyridin-3-yl)oxy)acetic acid